FC=1C=2N(C=C(C1)C1=CNC=3N=C(N=CC31)N)C=C(N2)C 5-(8-fluoro-2-methylimidazo[1,2-a]pyridin-6-yl)-7H-pyrrolo[2,3-d]pyrimidin-2-amine